C1(CCCC1)C1=C(C(=NN1C1=CC=C(C=C1)OC(F)F)C)C(=O)O 5-cyclopentyl-1-[4-(difluoromethoxy)phenyl]-3-methyl-pyrazole-4-carboxylic acid